7'-(1-((1-(4-((2,6-dioxopiperidin-3-yl)oxy)phenyl)piperidin-4-yl)methyl)piperidin-4-yl)-1',3'-dimethyl-2'-oxo-1',2',3,4-tetrahydro-2H-[1,5'-biquinoline]-7-carbonitrile O=C1NC(CCC1OC1=CC=C(C=C1)N1CCC(CC1)CN1CCC(CC1)C=1C=C(C=2C=C(C(N(C2C1)C)=O)C)N1CCCC2=CC=C(C=C12)C#N)=O